4-((4-(3-cyanopyridin-2-yl)phenyl)amino)-1-(2,6-dichlorophenyl)-1H-pyrazole-3-carboxamide C(#N)C=1C(=NC=CC1)C1=CC=C(C=C1)NC=1C(=NN(C1)C1=C(C=CC=C1Cl)Cl)C(=O)N